[Cl-].ClCC(C[N+](C)(C)CCO)O (3-chloro-2-hydroxypropyl)(2-hydroxyethyl)dimethyl-ammonium chloride